BrC=1N=C(N(N1)CC)NC=1C=C2CNC(C2=CC1F)=O 5-[(5-bromo-2-ethyl-1,2,4-triazol-3-yl)amino]-6-fluoro-isoindolin-1-one